C(CCCCCCCCCCCCCCCCC)(=O)N[C@@H](CO)[C@H](O)[C@H](O)CCCCCCCCCCCCCC N-stearoyl-phytosphingosine